3-((dimethylamino)methyl)-1-(isopropylsulfonyl)-4-(3-methoxyphenyl)piperidine-4-ol CN(C)CC1CN(CCC1(O)C1=CC(=CC=C1)OC)S(=O)(=O)C(C)C